(R)-8-(6-methoxypyridin-3-yl)-5-((1-methylpyrrol-2-yl)methyl)-1-(4-(piperazin-1-yl)-3-(Trifluoromethyl)phenyl)-1,5-dihydro-4H-[1,2,3]triazolo[4,5-c]quinolin-4-one COC1=CC=C(C=N1)C1=CC=2C3=C(C(N(C2C=C1)CC=1N(C=CC1)C)=O)N=NN3C3=CC(=C(C=C3)N3CCNCC3)C(F)(F)F